1-(6Z,9Z,12Z-octadecatrienoyl)-2-tetradecanoyl-glycero-3-phosphoserine CCCCCCCCCCCCCC(=O)O[C@H](COC(=O)CCCC/C=C\C/C=C\C/C=C\CCCCC)COP(=O)(O)OC[C@@H](C(=O)O)N